The molecule is a steroid sulfate which is 16-hydroxystigmastane-2,3-diyl disulfonic acid that is substituted by a acetyloxy group at position 15 and by butanoyloxy groups at positions 22 and 23. It has a role as a HIV-1 reverse transcriptase inhibitor and a metabolite. It is a steroid sulfate, a 16beta-hydroxy steroid, an acetate ester and a butyrate ester. It is a conjugate acid of a clathsterol(2-). It derives from a hydride of a stigmastane. CCCC(=O)OC([C@@H](C)[C@H]1[C@H]([C@@H]([C@@H]2[C@@]1(CC[C@H]3[C@H]2CCC4[C@@]3(C[C@@H]([C@H](C4)OS(=O)(=O)O)OS(=O)(=O)O)C)C)OC(=O)C)O)C(C(CC)C(C)C)OC(=O)CCC